ClC1=NC(=C2N=CN(C2=N1)C1OCCCC1)NCC=1OC(=CC1)C 2-chloro-N-[(5-methylfuran-2-yl)methyl]-9-(tetrahydro-2H-pyran-2-yl)-9H-purin-6-amine